ClC1=C(C(=CC=C1Cl)F)[C@]1(CN(CC1)C(C=C)=O)NC1=CC=C2C(=NN(C2=C1)CCO)C(F)(F)F |r| (rac)-1-[3-(2,3-dichloro-6-fluorophenyl)-3-{[1-(2-hydroxyethyl)-3-(trifluoromethyl)indazol-6-yl]amino}pyrrolidin-1-yl]prop-2-en-1-one